FC1=C(CNC(=O)C2=NC(=NO2)C=2SC=CC2)C=CC(=C1)F N-(2,4-difluorobenzyl)-3-(thiophene-2-yl)-1,2,4-oxadiazole-5-formamide